CC1=C(C2=C(N=N1)SC1=C2N=CN=C1NCC1=CC=C(C=C1)C=1N(N=CC1)C)C 3,4-dimethyl-N-[[4-(2-methylpyrazol-3-yl)phenyl]methyl]pyrimido[4',5':4,5]thieno[2,3-c]pyridazin-8-amine